bis(dioctylphosphoryloxy)Ethylene C(CCCCCCC)P(=O)(CCCCCCCC)OC=COP(=O)(CCCCCCCC)CCCCCCCC